tert-Butyl (3R,4R)-4-((4-(3-(2,6-dioxopiperidin-3-yl)-1-methyl-1H-indazol-6-yl)piperidin-1-yl)methyl)-3-methylpiperidine-1-carboxylate O=C1NC(CCC1C1=NN(C2=CC(=CC=C12)C1CCN(CC1)C[C@H]1[C@H](CN(CC1)C(=O)OC(C)(C)C)C)C)=O